Cl.N1C(=NC2=C1C=CC=C2)C(N2C(C1=CC(=CC=C1C2)C2=CC=C(C=C2)OCCN(C)C)=O)C2=C(C=CC(=C2)F)O 2-[1H-Benzimidazol-2-yl-(5-fluoro-2-hydroxy-phenyl)methyl]-6-[4-[2-(dimethyl-amino)ethoxy]phenyl]isoindolin-1-one, hydrochloride